CC(CC(=O)OC[C@H]1O[C@@]([C@@H]([C@@H]1O)O)(C#N)C1=CC=C2C(=NC=NN21)N)C [(2R,3S,4R,5R)-5-{4-aminopyrrolo[2,1-f][1,2,4]triazin-7-yl}-5-cyano-3,4-dihydroxyoxolan-2-yl]methyl 3-methylbutanoate